N-tert-butyl-5-(2-isopropylpyrazol-3-yl)-2-methoxy-benzenesulfonamide C(C)(C)(C)NS(=O)(=O)C1=C(C=CC(=C1)C=1N(N=CC1)C(C)C)OC